5-[[3-cyano-4-[(2-guanidinoacetyl)amino]phenyl]sulfonylamino]thiazole-4-carboxylic acid C(#N)C=1C=C(C=CC1NC(CNC(=N)N)=O)S(=O)(=O)NC1=C(N=CS1)C(=O)O